3-(3,5-Diphenylisoxazol-4-yl)propanehydroxamic acid C1(=CC=CC=C1)C1=NOC(=C1CCC(=O)NO)C1=CC=CC=C1